FC(C=1C=CC=2N(N1)C(=CN2)C=2C=NC(=C(C2)N2CCC21CCN(CC1)S(=O)(=O)C)C)F 6-(Difluoromethyl)-3-(6-methyl-5-(7-(methylsulfonyl)-1,7-diazaspiro[3.5]nonan-1-yl)pyridin-3-yl)imidazo[1,2-b]pyridazine